NC1=C(C(=O)O)C=C(C=C1)C1=CC2=C(N(C[C@H](N(S2(=O)=O)C)C2CCCCC2)C2=CC=CC=C2)C=C1F (R)-2-amino-5-(3-cyclohexyl-7-fluoro-2-methyl-1,1-dioxido-5-phenyl-2,3,4,5-tetrahydrobenzo[f][1,2,5]thiadiazepin-8-yl)benzoic acid